1,3-bis[(2-pivaloxycyclohex-1-yl)methyl]imidazolium C(C(C)(C)C)(=O)OC1C(CCCC1)CN1C=[N+](C=C1)CC1C(CCCC1)OC(C(C)(C)C)=O